ClC1=C(C=CC=C1C1=CC=CC(=N1)OC)C1=C(C(=CC=C1)C1=NC(=C(C=C1)CNC[C@@H]1NC(CC1)=O)OC)Cl 6-(2,2'-dichloro-3'-(6-methoxy-5-(((((R)-5-oxopyrrolidin-2-yl)methyl)amino)methyl)pyridin-2-yl)-[1,1'-biphenyl]-3-yl)-2-methoxypyridin